C1(CC1)N[C@H]1CN(CC1)C=1N=CC(=NC1)C(=O)NC=1C=C(C=2N(C1)C=C(N2)C(F)F)F (R)-5-(3-(cyclopropylamino)pyrrolidin-1-yl)-N-(2-(difluoromethyl)-8-fluoroimidazo[1,2-a]pyridin-6-yl)pyrazine-2-carboxamide